C1(CC1)S(=O)(=O)NC1=NC(=CC(=N1)C(C(=O)NC1=CC=C(C=C1)C1=NC(=CN=C1)OCC)(C)C)C 2-(2-(cyclopropanesulfonylamino)-6-methylpyrimidin-4-yl)-N-(4-(6-ethoxypyrazin-2-yl)phenyl)-2-methylpropanamide